BrC1=CN=C2C(=N1)N(C(=C2)C(C(F)(F)F)(C)C)C 3-bromo-5-methyl-6-(2,2,2-trifluoro-1,1-dimethyl-ethyl)pyrrolo[2,3-b]pyrazine